C(C)(C)(C)OC(=O)NCCCC[C@H](N)C(=O)O Nε-tert-Butoxycarbonyl-L-lysine